ClC1=CC(=C2C=CC=NC2=C1)C1(CC1)N 1-(7-Chloroquinolin-5-yl)cyclopropan-1-amine